CN1N=CC(=C1)CC(=O)NN 2-(1-Methyl-1H-pyrazol-4-yl)acetohydrazide